butyl (2E)-3-(pyridin-2-yl)prop-2-enoate N1=C(C=CC=C1)/C=C/C(=O)OCCCC